cis-trans-decalin C1CCC[C@@H]2CCCC[C@H]12